FC1=CC=C(C=C1)C1=C(CCC(C1)(C)C)CN1CC2C(C1)CN(C2)CC=2C=C1CN(C(C1=CC2)=O)C2CNCCC2 3-(5-((5-((4'-fluoro-5,5-dimethyl-3,4,5,6-tetrahydro-[1,1'-biphenyl]-2-yl)methyl)hexahydropyrrolo[3,4-c]pyrrole-2(1H)-yl)methyl)-1-oxoisoindolin-2-yl)piperidine